C(C)(C)C=1C(=NNC1C=1C=C(C=2N(C1)N=CN2)OC)C=2SC(=CN2)N2CCNCC2 2-(4-Isopropyl-5-(8-methoxy-[1,2,4]triazolo[1,5-a]pyridin-6-yl)-1H-pyrazol-3-yl)-5-(piperazin-1-yl)thiazole